tert-butyl (1-(((diphenylmethylene)amino)methyl)cyclopropyl)carbamate C1(=CC=CC=C1)C(C1=CC=CC=C1)=NCC1(CC1)NC(OC(C)(C)C)=O